C(#N)C[C@@H]1N(CCN(C1)C=1C2=C(N=C(N1)S(=O)(=O)C)OC1(CC2)C2=CC=CC=C2C=2C=CC=CC21)C(=O)OCC2=CC=CC=C2 benzyl (S)-2-(cyanomethyl)-4-(2'-(methylsulfonyl)-5',6'-dihydrospiro[fluorene-9,7'-pyrano[2,3-d]pyrimidin]-4'-yl)piperazine-1-carboxylate